(3-fluorobenzyl)piperidine-4-carboxamide FC=1C=C(CN2CCC(CC2)C(=O)N)C=CC1